5-(2-ethoxy-3-pyridinyl)-7-[(3R)-3-methoxypyrrolidin-1-yl]-1-methyl-pyrazolo[4,3-b]pyridine C(C)OC1=NC=CC=C1C1=CC(=C2C(=N1)C=NN2C)N2C[C@@H](CC2)OC